2-((5-(3-(benzylsulfonyl)-5-morpholinophenyl)pyrimidin-2-yl)amino)ethan-1-ol C(C1=CC=CC=C1)S(=O)(=O)C=1C=C(C=C(C1)N1CCOCC1)C=1C=NC(=NC1)NCCO